N1=CC=C(C2=CC=CN=C12)N1CCC(CC1)C(=O)O 1-(1,8-naphthyridin-4-yl)piperidine-4-carboxylic acid